NCCCCCCN1C(=CC=2C1=NC(=CC2)C(CC(=O)O)C)C2=NC1=C(N2C)C(=CC(=C1)C(=O)N1C2C(CC1CC2)NC(=O)OCC2=CC=CC=C2)OC 3-[1-(6-aminohexyl)-2-[5-[2-(benzyloxycarbonylamino)-7-azabicyclo[2.2.1]heptane-7-carbonyl]-7-methoxy-1-methyl-benzimidazol-2-yl]pyrrolo[2,3-b]pyridin-6-yl]butyric acid